ON(C(C1=CC(=CC=C1)C1=NC2=C(N1C)C=CC=C2)=O)O N-hydroxy-3-(1-methyl-1H-benzo[d]imidazol-2-yl)-N-hydroxybenzoamide